FC(C1=NN=C(O1)N1C(N(C2=C1C=CC(=C2)F)C)=O)F 1-[5-(difluoromethyl)-1,3,4-oxadiazol-2-yl]-5-fluoro-3-methyl-benzimidazol-2-one